SC=1NC2=C(N1)C=CC=C2.[Zn] zinc 2-mercaptobenzimidazole